C(C)(C)(C)OC(N(C(=O)OC(C)(C)C)C1=NC=2C=C(C=CC2C2=C1N=C(N2CC(C)(C)OC(=O)OC(C)(C)C)CCCC)CC2=CC(=CC=C2)OCCC2=CC=CC=C2)=O (7-(3-(Benzylmethoxy)benzyl)-1-(2-((tert-butoxycarbonyl)oxy)-2-methylpropyl)-2-butyl-1H-imidazo[4,5-c]quinolin-4-yl)(tert-butoxycarbonyl)carbamic acid tert-butyl ester